OC(CCCC(=O)O)C=CC#CC=CC=CC(C(CCCCC)O)O 5,14,15-trihydroxyicosa-6,10,12-trien-8-ynoic acid